FC(C1CCOC2=CC=CC=C12)(F)F 4-(trifluoromethyl)chroman